7-methanesulfinyl-2-methyl-4-[4-(trifluoromethyl)phenyl]pyrazolo-[4,3-b]indole CS(=O)C1=CC=2C=3C(N(C2C=C1)C1=CC=C(C=C1)C(F)(F)F)=CN(N3)C